(3S)-1-[6-[[2-(trifluoromethyl)pyrimidin-5-yl]methyl]-2-azaspiro[3.3]heptane-2-carbonyl]pyrrolidine-3-carboxamide FC(C1=NC=C(C=N1)CC1CC2(CN(C2)C(=O)N2C[C@H](CC2)C(=O)N)C1)(F)F